CNC(C(=O)O)CCC1=CC(=C(C(=C1)F)C(F)(F)F)F 2-(Methylamino)-4-(3,5-difluoro-4-(trifluoromethyl)phenyl)butanoic acid